[Si].ClCNC chloromethyl-methylamine silicon